N-(2-((4-(2-(((6-Aminopyridin-3-yl)methyl)((1-methyl-1H-indazol-5-yl)methyl)amino)ethyl)phenyl)carbamoyl)-4,5-dimethoxyphenyl)-4-oxo-4H-chromene-2-carboxamide NC1=CC=C(C=N1)CN(CCC1=CC=C(C=C1)NC(=O)C1=C(C=C(C(=C1)OC)OC)NC(=O)C=1OC2=CC=CC=C2C(C1)=O)CC=1C=C2C=NN(C2=CC1)C